FC1=C(C=C(C=C1)OC=1C(=C2C=CNC2=CC1F)C)C=1NC(=CN1)C(C)(OCCOCCOC)C=1C=C(C=CC1)CCC(=O)O 3-(3-(1-(2-(2-Fluoro-5-((6-fluoro-4-methyl-1H-indol-5-yl)oxy)phenyl)-1H-imidazol-5-yl)-1-(2-(2-methoxyethoxy)ethoxy)ethyl)phenyl)propanoic acid